C(C)(C)(C)P(C1(C(C1)(C1=CC=CC=C1)C1=CC=CC=C1)C)C(C)(C)C di-tert-butyl(2,2-diphenyl-1-methyl-1-cyclopropyl)phosphine